C1(CC1)C=1C(=NSC1C(=O)NC1=CC(=NC=C1)C(F)(F)F)C1=CC=CC2=CN(N=C12)C 4-cyclopropyl-3-(2-methyl-2H-indazol-7-yl)-N-(2-(trifluoromethyl)pyridine-4-yl)isothiazole-5-carboxamide